C(CCCCCC(=O)OCCCCCCCCCC)(=O)OCCCCCCCCCC didecyl heptanediate